(1R,3S,4S)-2-[(tert-butoxy)carbonyl]-2-azabicyclo[2.2.2]octane-3-carboxylic acid C(C)(C)(C)OC(=O)N1C2CCC([C@H]1C(=O)O)CC2